3-methyl-4-ethyl-2,6-decalindicarboxylic acid CC1C(CC2CCC(CC2C1CC)C(=O)O)C(=O)O